1,6-dipropyl-1,6-diazacyclodecane C(CC)N1CCCCN(CCCC1)CCC